4-(2-(thiophen-2-yl)imidazo[4,5-d]pyrrolo[2,3-b]pyridin-1(6H)-yl)-1H-pyrazole S1C(=CC=C1)C1=NC=2C(=C3C(=NC2)NC=C3)N1C=1C=NNC1